IC=1C=C2C(=NC1)OCC2=O 5-iodofuro[2,3-b]pyridin-3(2H)-one